2,6-diethyl-3,5-difluorobenzyl (1R)-trans-3-(1-propenyl)-2,2-dimethylcyclopropanecarboxylate C(=CC)[C@H]1C([C@@H]1C(=O)OCC1=C(C(=CC(=C1CC)F)F)CC)(C)C